C(CCCCCCCCCCCCCC)(=O)OCC(OC(CCCCCCCCCCC)=O)COP(=O)(O)OC[C@H](N)C(=O)O 1-pentadecanoyl-2-dodecanoyl-glycero-3-phosphoserine